(R)-2-(3-((6-(((S)-1-(4-(tert-butyl)phenyl)ethyl)carbamoyl)-1,2-dimethyl-1H-indol-3-yl)methyl)-4-chlorophenoxy)propanoic acid C(C)(C)(C)C1=CC=C(C=C1)[C@H](C)NC(=O)C1=CC=C2C(=C(N(C2=C1)C)C)CC=1C=C(O[C@@H](C(=O)O)C)C=CC1Cl